C(C)(C)(C)OOC(CCCCCC(C)C)=O tert-butylperoxy-isononanoate